(S)-1-((2-((S)-Amino(4,4-difluorocyclohexyl)methyl)-4-fluorobenzo[d]oxazol-5-yl)methyl)-4-(trifluoromethyl)imidazolidin-2-one N[C@H](C=1OC2=C(N1)C(=C(C=C2)CN2C(N[C@@H](C2)C(F)(F)F)=O)F)C2CCC(CC2)(F)F